((1r,3r)-3-((4-bromo-5-fluoropyridin-3-yl)oxy)cyclobutyl)carbamic acid tert-butyl ester C(C)(C)(C)OC(NC1CC(C1)OC=1C=NC=C(C1Br)F)=O